(5-((6-((R)-3-(3-chloro-4-fluorophenyl)isoxazolidine-2-yl)pyrimidine-4-yl)amino)-2-((S)-3-(dimethylamino)pyrrolidine-1-yl)-4-methoxyphenyl)acrylamide ClC=1C=C(C=CC1F)[C@@H]1N(OCC1)C1=CC(=NC=N1)NC=1C(=CC(=C(C1)C(C(=O)N)=C)N1C[C@H](CC1)N(C)C)OC